ClC(C(=O)OC1=CC2=C(NC=N2)C=C1)C 1H-benzo[d]imidazol-5-yl 2-chloropropanoate